C(C1=CC=CC=C1)N.C(CCCCC(=O)O)(=O)O Adipic acid benzylamine salt